CC=1C=NC=C(C1)C=C(C)C 3-methyl-5-(2-methylpropenyl)pyridine